6-(2-(1-(azetidin-3-yl)-1H-pyrazol-4-yl)morpholino)-8-(4-chloro-2-fluorophenyl)-2,3-dimethylpyrimido[5,4-d]pyrimidin-4(3H)-one N1CC(C1)N1N=CC(=C1)C1OCCN(C1)C=1N=C(C=2N=C(N(C(C2N1)=O)C)C)C1=C(C=C(C=C1)Cl)F